ClC(=C(F)F)Br 1-chloro-1-bromo-2,2-difluoroethylene